COC(=O)C1CCC(CC1)C(NC1=C(C=C(C(=C1)OC)Br)I)=O (1r,4r)-4-((4-bromo-2-iodo-5-methoxyphenyl)carbamoyl)Cyclohexanecarboxylic acid methyl ester